2-(3,4-difluorophenyl)-5-fluoroisonicotinaldehyde FC=1C=C(C=CC1F)C=1C=C(C=O)C(=CN1)F